CN1N=C(N=C1C1=CC(=CC=C1)OC1=CC=CC=C1)CN1CCCC1 1-methyl-5-(3-phenoxyphenyl)-3-(pyrrolidin-1-ylmethyl)-1H-1,2,4-triazole